2-methyl-6-[1-(2,2,3,3,3-pentafluoropropyl)-1H-pyrazol-4-yl]-1-(pyrimidin-5-yl)-7-(trifluoromethyl)-1H,5H-imidazo[1,2-a]pyrimidin-5-one CC=1N(C=2N(C(C(=C(N2)C(F)(F)F)C=2C=NN(C2)CC(C(F)(F)F)(F)F)=O)C1)C=1C=NC=NC1